ClC=1C(=C(CNC(CN[C@@H]2C[C@H](C2)O)=O)C=CC1)F N-(3-chloro-2-fluorobenzyl)-2-(((trans)-3-hydroxycyclobutyl)amino)acetamide